3-amino-2-methoxy-5-methyl-3-(phenoxymethyl)isoindolin-1-one NC1(N(C(C2=CC=C(C=C12)C)=O)OC)COC1=CC=CC=C1